C(C)(=O)N[C@H](C=O)[C@@H](O)[C@H](O)[C@H](O)C(=O)O 2-acetamido-2-deoxy-D-mannuronic acid